1,4-bis(2,4-diaminophenoxy)-2-tert-butylphenol NC1=C(OC2(C(C=C(C=C2)OC2=C(C=C(C=C2)N)N)C(C)(C)C)O)C=CC(=C1)N